(1R,2S,5S)-2-amino-5-(N,N-dimethylaminocarbonyl)cyclohexanecarboxylic acid tert-butyl ester C(C)(C)(C)OC(=O)[C@H]1[C@H](CC[C@@H](C1)C(=O)N(C)C)N